C1C(CC2=CC=CC=C12)N[C@@H]1[C@H](CCCC1)CC=1C=C2CN(C(C2=CC1)=O)N1C(CCCC1=O)=O 5-(((1R,2S)-2-((2,3-dihydro-1H-inden-2-yl)amino)cyclohexyl)methyl)-1-oxoisoindolin-2-ylpiperidine-2,6-dione